ClC1=CC=C(C=C1)C1N(C(CC2=CC(=C(C=C12)OC(C)C)OC)=O)C1=CC=C(C=C1)N(CC1CCC(CC1)NCCS(=O)(=O)C)C 1-(4-Chlorophenyl)-7-isopropoxy-6-methoxy-2-[4-[methyl-[[4-(2-methylsulfonylethylamino)cyclohexyl]methyl]amino]phenyl]-1,4-dihydroisoquinolin-3-one